4-(pyrrolidine-1-ylmethyl)-1-(4-(1-(tetrahydro-2H-pyran-2-yl)-1H-pyrazol-4-yl)phenyl)piperidine N1(CCCC1)CC1CCN(CC1)C1=CC=C(C=C1)C=1C=NN(C1)C1OCCCC1